N-(3-chloro-5-(methylsulfonamido)phenyl)-5-(5-fluoro-3-((3-fluoro-5-(methylsulfonyl)benzyl)oxy)pyridin-2-yl)-1-methyl-1H-pyrrole-3-carboxamide ClC=1C=C(C=C(C1)NS(=O)(=O)C)NC(=O)C1=CN(C(=C1)C1=NC=C(C=C1OCC1=CC(=CC(=C1)S(=O)(=O)C)F)F)C